2-AMINO-4-IODOBENZALDEHYDE NC1=C(C=O)C=CC(=C1)I